IC=1C=NC(=NC1)NC=1C=NN(C1C)CCCOC 5-iodo-N-(1-(3-methoxypropyl)-5-methyl-1H-pyrazol-4-yl)pyrimidin-2-amine